3-acetyl-8-bromo-5-chloro-2-(((6-((2-methoxyethyl)amino)pyridin-3-yl)methyl)sulfinyl)quinolin-4(1H)-one C(C)(=O)C1=C(NC2=C(C=CC(=C2C1=O)Cl)Br)S(=O)CC=1C=NC(=CC1)NCCOC